C(=O)(O)C1=CC(=C2C=CN(C2=C1)C(C)C)N(CCC(=O)O)CCC(=O)O 3,3'-((6-carboxy-1-isopropyl-1H-indol-4-yl)azanediyl)dipropionic acid